N-ethyl-5-fluoro-2-(3-formyl-6-{4-[(1R,3S,4S)-2-azabicyclo[2.2.2]octane-3-carbonyl]piperazin-1-yl}imidazo[1,5-a]pyridin-8-yl)-N-(isopropyl)benzamide C(C)N(C(C1=C(C=CC(=C1)F)C=1C=2N(C=C(C1)N1CCN(CC1)C(=O)[C@H]1NC3CCC1CC3)C(=NC2)C=O)=O)C(C)C